BrC=1C(=NC=CC1)NC1=CC=C(C=C1)F 3-Bromo-N-(4-fluorophenyl)-2-pyridinamine